C(#N)C1=CC(=C(C=C1)N1C(=C(CC2=C(N=CC(=C12)C)OCC)C(=O)N)C)OC (4S)-(4-cyano-2-methoxyphenyl)-5-ethoxy-2,8-dimethyl-1,4-dihydro-1,6-naphthyridine-3-carboxamide